(R)-3-(3-(4-(2-Fluoro-1H-pyrrolo[2,3-b]pyridin-3-yl)thiazol-2-yl)phenyl)-3-hydroxy-1-methylpyrrolidin-2-one FC1=C(C=2C(=NC=CC2)N1)C=1N=C(SC1)C=1C=C(C=CC1)[C@]1(C(N(CC1)C)=O)O